(tris[2,4,6-trimethyl-3-(3-pyridyl)phenyl])Borane CC1=C(C(=CC(=C1C=1C=NC=CC1)C)C)B(C1=C(C(=C(C=C1C)C)C=1C=NC=CC1)C)C1=C(C(=C(C=C1C)C)C=1C=NC=CC1)C